COC1=CC=C(OCCCO)C=C1 3-(4-methoxyphenoxy)propanol